[Si].[V].[Mn] manganese vanadium silicon